BrCN1CCC(CC1)(C)C 1-(bromomethyl)-4,4-dimethylpiperidine